CC=1C=C(C=C(C1)C)C=1C2(C3=CC=CC=C3C1)CCC(CC2)=O 2'-(3,5-dimethylphenyl)spiro[cyclohexane-1,1'-indene]-4-one